COC1=CC=C(C=C1)NC1=C2N=CN(C2=NC(=N1)N1CCOCC1)/N=C/C1=CC(=CC=C1)C (E)-N-(4-methoxyphenyl)-9-((3-methylbenzylidene)amino)-2-morpholino-9H-purin-6-amine